N[C@@H]1CC[C@H](CC1)OC=1C=CC2=C(\C(\C(C=3C(=NC=NC23)N)(C)C)=N/OCC2=CC=CC=C2)C1 (6Z)-8-(trans-4-aminocyclohexyloxy)-6-benzyloxyimino-5,5-dimethyl-benzo[h]quinazolin-4-amine